iodoboron I[B]